C12COCC(CNC1)O2 3,9-dioxa-7-azabicyclo[3.3.1]nonane